C1=NC=C2C1=CC=C(C2)N 2-benzoAzol-5-amine